BrC1=CC(=CC=C1)SCC(OCC)OCC 1-bromo-3-(2,2-diethoxy-ethylsulfanyl)-benzene